FC=1C(=C(C=CC1F)C1C(OC(C1C)(C(F)(F)F)C)C(=O)N[C@H]1[C@@H](C1)C=1C=NN(C1)C)OC 3-(3,4-difluoro-2-methoxyphenyl)-4,5-dimethyl-N-((1R,2S)-2-(1-methyl-1H-pyrazol-4-yl)cyclopropyl)-5-(trifluoromethyl)tetrahydrofuran-2-carboxamide